N1=C(C=C2N1C=CC=C2)C2N(CCC1=C2N=CN1C1OCCCC1)C1=CC=C(C=N1)C(=O)N1CCCC1 (6-(4-(pyrazolo[1,5-a]pyridin-2-yl)-1-(tetrahydro-2H-pyran-2-yl)-1,4,6,7-tetrahydro-5H-imidazo[4,5-c]pyridin-5-yl)pyridin-3-yl)(pyrrolidin-1-yl)methanone